sodium iron magnesium sulfate S(=O)(=O)([O-])[O-].[Mg+2].[Fe+2].[Na+]